butyl-6-amino-3,5-dimethylquinazolin-4(3H)-one C(CCC)C1=NC2=CC=C(C(=C2C(N1C)=O)C)N